3-((chloromethyl)thio)-5,5-dimethyl-4,5-dihydroisoxazole ClCSC1=NOC(C1)(C)C